4-(5-((2-chlorophenyl)(methyl)amino)-1H-pyrazolo[3,4-b]pyridin-1-yl)-N-(oxetan-3-yl)thiophene-2-carboxamide ClC1=C(C=CC=C1)N(C=1C=C2C(=NC1)N(N=C2)C=2C=C(SC2)C(=O)NC2COC2)C